OCC=1C=C(C2=C(C(=NO2)C)C1)C1=CC(=NC=C1)CNC(OC(C)(C)C)=O tert-butyl ((4-(5-(hydroxymethyl)-3-methylbenzo[d]isoxazol-7-yl)pyridin-2-yl)methyl)carbamate